6-(5-{[(1R)-1-[2-fluoro-5-(tri-fluoromethoxy)phenyl]ethyl]-carbamoyl}-6-(deutero)methoxy-pyridin-3-yl)-N-methyl-1H-indazole-3-carboxamide FC1=C(C=C(C=C1)OC(F)(F)F)[C@@H](C)NC(=O)C=1C=C(C=NC1OC[2H])C1=CC=C2C(=NNC2=C1)C(=O)NC